BrC=1C(=CC2=C(OCO2)C1)C(=O)Cl 6-bromo-1,3-benzodioxole-5-carbonyl chloride